C(CCC)C1=NN(C=N1)CC(O)C1=C(C=C(C=C1)Cl)Cl butyl-α-(2,4-dichlorophenyl)-1H-1,2,4-triazole-1-ethanol